5-ureidopentanate N(C(=O)N)CCCCC(=O)[O-]